3-{3-[(2R,6S)-2,6-dimethylmorpholin-4-yl]-5-(trifluoromethyl)phenyl}-1-[(1-ethyl-1H-pyrazol-4-yl)methyl]-4-methyl-1,3-dihydro-2H-imidazol-2-one C[C@@H]1CN(C[C@@H](O1)C)C=1C=C(C=C(C1)C(F)(F)F)N1C(N(C=C1C)CC=1C=NN(C1)CC)=O